5-ethynyl-4,6-difluoro-2-methyl-2H-indazole C(#C)C1=C(C2=CN(N=C2C=C1F)C)F